FC1=C(C=CC=C1)C#CCO 3-(2-fluorophenyl)propan-2-yn-1-ol